spiro[cyclopropane-1,1'-pyrrolo[2,3-c]quinolin]-2'(3'H)-one C12(C(NC=3C=NC=4C=CC=CC4C31)=O)CC2